(S)-2-amino-1-(4-chloro-3-hydroxy-2,6-dimethylphenyl)-5-methyl-6-(pyrrolidin-3-yloxy)-1H-pyrrolo[2,3-b]pyridine-3-carboxamide NC1=C(C=2C(=NC(=C(C2)C)O[C@@H]2CNCC2)N1C1=C(C(=C(C=C1C)Cl)O)C)C(=O)N